C1C(C=CC2=CC=CC=C12)=O 2(1H)-Naphthalenone